COC(=O)C1(CCC2(C(CC3=C(C(=CC=C23)Cl)F)C[C@H](CO)C)CC1)NC1=CC(=CC=C1)Cl (1R,4R)-5'-chloro-4-(3-chloroanilino)-4'-fluoro-2'-[(2R)-3-hydroxy-2-methylpropyl]-2',3'-dihydrospiro[cyclohexane-1,1'-indene]-4-carboxylic acid methyl ester